acryloxypropyltriethoxy-silane C(C=C)(=O)OCCC[Si](OCC)(OCC)OCC